ClC1=CC(=C(OCC2=NNC(C=C2)=O)C=C1C)C1CCOCC1 3-[[4-chloro-5-methyl-2-(oxan-4-yl)phenoxy]methyl]-1H-pyridazin-6-one